tert-Butyl 3-[(2-tert-butyl-4-methylsulfonyl-phenoxy)methyl]pyrazolo[3,4-b]pyridine-1-carboxylate C(C)(C)(C)C1=C(OCC2=NN(C3=NC=CC=C32)C(=O)OC(C)(C)C)C=CC(=C1)S(=O)(=O)C